C(#N)C=1C=NC(=NC1)N1CC(C1)(C(=O)NC=1C(=NC=CC1)OC(F)F)C1=C(C=CC=C1)C(C)C 1-(5-cyanopyrimidin-2-yl)-N-(2-(difluoromethoxy)pyridin-3-yl)-3-(2-isopropylphenyl)azetidine-3-carboxamide